(2-fluoro-3-hydroxy-1-naphthyl)boronic acid FC1=C(C2=CC=CC=C2C=C1O)B(O)O